N-(5-Bromo-4-methoxybenzo[d]isoxazol-3-yl)-5-ethyl-2-methoxybenzenesulfonamide BrC=1C=CC2=C(C(=NO2)NS(=O)(=O)C2=C(C=CC(=C2)CC)OC)C1OC